C1(CC1)C(=O)NC1=CC(=C(N=N1)C(=O)NC([2H])([2H])[2H])NC1=C(C(=CC=C1)C1=NOC(=N1)CN1CCNCC1)OC 6-(Cyclopropanecarboxamido)-4-((2-methoxy-3-(5-(piperazin-1-ylmethyl)-1,2,4-oxadiazol-3-yl)Phenyl)amino)-N-(trideuteromethyl)pyridazine-3-carboxamide